5-(Benzyloxy)-1-(2,2,2-trifluoroethyl)-1H-pyrazole C(C1=CC=CC=C1)OC1=CC=NN1CC(F)(F)F